1-[4-(6-chloro-8-[(6-chloro-5-methyl-1H-indazol-4-yl)oxy]-2-{[(2S,4S)-4-fluoro-1-methylpyrrolidin-2-yl]methoxy}pyrido[3,4-d]pyrimidin-4-yl)piperazin-1-yl]prop-2-en-1-one ClC1=CC2=C(N=C(N=C2N2CCN(CC2)C(C=C)=O)OC[C@H]2N(C[C@H](C2)F)C)C(=N1)OC1=C2C=NNC2=CC(=C1C)Cl